3-(6,8-difluoro-[1,2,4]triazolo[4,3-a]pyridin-7-yl)propanal FC=1C(=C(C=2N(C1)C=NN2)F)CCC=O